CC1=NC=C(C=N1)C=O (2-methylpyrimidin-5-yl)methanone